histidine, ammonium salt [NH4+].N[C@@H](CC1=CNC=N1)C(=O)[O-]